ClCC1=CC=C(C=C1)S(=O)(=O)Cl 4-(chloromethyl)benzenesulfonyl chloride